(S)-2-((2-chloro-6-(methyl-d3)-5-oxo-5,6,7,8-tetrahydropyrido[4,3-d]pyrimidin-4-yl)amino)-1-fluoro-9-methyl-5,6,8,9,10,11-hexahydro-7H-pyrido[3',4':4,5]pyrrolo[2,3-f]isoquinolin-7-one ClC=1N=C(C2=C(N1)CCN(C2=O)C([2H])([2H])[2H])NC=2N=CC=1CCC3=C(C1C2F)NC2=C3C(N[C@H](C2)C)=O